COC=1SC2=C(N1)C=CC=C2 methoxybenzo[d]thiazol